OCCOCCN1N=NC2=C1C=CC(=C2C)/C=C/C(=O)OCC ethyl (E)-3-(1-(2-(2-hydroxyethoxy)ethyl)-4-methyl-1H-benzo[d][1,2,3]triazol-5-yl)acrylate